C(C1=CC=CC=C1)NC(=O)N([C@@H]1CC[C@H](CC1)NC(OC(C)(C)C)=O)C1=NC=C(C=C1)Br tert-butyl (trans-4-((benzylcarbamoyl) (5-bromopyridin-2-yl)amino)cyclohexyl)carbamate